FC=1C=C(CC2=C(C=CC=C2)S)C=CC1F 3,4-difluorobenzylthiophenol